FN1C2(CC(C3=CC=CC=C13)=O)CCN(CC2)C(=O)NCC2=C(C=C(C=C2)F)C(F)(F)F fluoro-N-(4-fluoro-2-(trifluoromethyl)benzyl)-4'-oxo-3',4'-dihydro-1'h-spiro[piperidine-4,2'-quinoline]-1-carboxamide